isopropyl senecioate C(C=C(C)C)(=O)OC(C)C